tert-Butyl (S)-3-(1-acetoxymethyl)-5-methyl-5,6-dihydroimidazo[1,5-a]pyrazine-7(8H)-carboxylate C(C)(=O)OCC1=NC=C2N1[C@H](CN(C2)C(=O)OC(C)(C)C)C